1-(3-methoxyphenyl)ethanol COC=1C=C(C=CC1)C(C)O